(2S)-4-chloro-2-(4-pyrrolidin-1-ylphenyl)-5-[[(3S)-tetrahydropyran-3-yl]methylamino]pyridazin-3-one ClC=1C(N(N=CC1NC[C@H]1COCCC1)C1=CC=C(C=C1)N1CCCC1)=O